CN1N=CC2=CC(=CC(=C12)OC1=CC=C(C=C1)OCCOC1CCOCC1)[N+](=O)[O-] 1-methyl-5-nitro-7-[4-(2-tetrahydropyran-4-yloxyethoxy)phenoxy]indazole